3-Ethoxy-5-{6-[2-(4-methoxy-2,7-dimethyl-indol-1-yl)-ethylamino]-pyrimidin-4-yl}-thiophen C(C)OC1=CSC(=C1)C1=NC=NC(=C1)NCCN1C(=CC2=C(C=CC(=C12)C)OC)C